dinonyloxyheptenyl butoxymethyl ether C(CCC)OCOC=CCCCCC(OCCCCCCCCC)OCCCCCCCCC